1,4-dibromobenzyl bromide BrC1(CBr)CC=C(C=C1)Br